ClC1=C(C=CC(=C1)OC1=NC=C(C=C1)C)C(C1=CNC2=C1C1=C(N(C(C3(N1)CCOCC3)=O)C)C=N2)O 9'-((2-Chloro-4-((5-methylpyridin-2-yl)oxy)phenyl)(hydroxy)methyl)-4'-methyl-2,3,4',5,6,7'-Hexahydrospiro[pyran-4,2'-pyrrolo[3',2':5,6]pyrido[3,4-b]pyrazine]-3'(1'H)-one